(R)-2-(4,4-difluoroazepan-1-yl)-5-(3-(dimethylamino)prop-1-yn-1-yl)-4-methyl-N-(3-(S-methylsulfonimidoyl)phenyl)nicotinamide FC1(CCN(CCC1)C1=C(C(=O)NC2=CC(=CC=C2)[S@@](=O)(=N)C)C(=C(C=N1)C#CCN(C)C)C)F